C(#N)CCCC(C)(N(P(O)(O)=O)C(C)C)C(C(C)(C)C)C1=C(C=CC=C1)[N+](=O)[O-].C(CCC)OCC=1OC=CC1 (n-butoxymethyl)furan 2-cyanoethyl-(2,2-dimethyl-1-(2-nitrophenyl)propyl)diisopropylphosphoramidate